ClC=1C=C(C=C(C1)C#N)C(C)(C)C1=CC=C(OCC2=NC(=NC=C2)N2CCN(CC2)C2CC3(C2)CCN(CC3)C3CC2(C3)CCN(CC2)C(=O)OC(C)(C)C)C=C1 tert-butyl 2'-(4-(4-((4-(2-(3-chloro-5-cyanophenyl)propan-2-yl)phenoxy)methyl)pyrimidin-2-yl)piperazin-1-yl)-7,7'-diaza[2,7'-bispiro[3.5]nonane]-7-carboxylate